O1CN(C2=C1C=CC=C2)CCN 2-(benzo[d]oxazol-3(2H)-yl)ethan-1-amine